C(C(C)C)OC(CCCCCC(=O)OCC(C)C)=O.BrC1=C(OC(CO[Si](C)(C)C(C)(C)C)C)C=C(C(=C1)I)N1N=CC=C1 2-(2-bromo-4-iodo-5-pyrazol-1-yl-phenoxy)propoxy-tert-butyl-dimethyl-silane diisobutyl-pimelate